N-[2-[(3-chlorophenyl)methyl]-3-hydroxy-propyl]-2-(3,4-difluorophenyl)morpholine-4-carboxamide ClC=1C=C(C=CC1)CC(CNC(=O)N1CC(OCC1)C1=CC(=C(C=C1)F)F)CO